FC1(CCN(CC1)C(=O)C=1C=C2C(=NC1)\C(\CCO2)=N\NS(=O)(=O)C2=CC=C(C=C2)C)F N'-[(4E)-7-(4,4-difluoropiperidine-1-carbonyl)-2H,3H-pyrano[3,2-b]pyridin-4-ylidene]-4-methylbenzenesulfonohydrazide